C(=C)C12CC3(OCC2CC3CC1)OC methyl 1-vinyl-4-oxatricyclo[4.4.0.0(3,8)]dec-3-yl ether